3-hydroxy-3-(4-tolyl)propionitrile OC(CC#N)C1=CC=C(C=C1)C